FC1=CC=C2CCC3(C2=C1)C(C3)C(=O)NC3(COC3)C3=CC=C(C=C3)F 6'-Fluoro-N-[3-(4-fluorophenyl)oxetan-3-yl]-2',3'-dihydrospiro[cyclopropane-1,1'-indene]-2-carboxamide